C(C1=CC=CC=C1)(=O)OC(CCCCC)(CC)CC diethylhexyl benzoate